S(C1=C(C(=CC(=C1)C(C)(C)CC)C(C)(C)CC)O)C1=C(C(=CC(=C1)C(C)(C)CC)C(C)(C)CC)O 2,2'-thiobis(4,6-di-tert-amylphenol)